N-(2-methyl-4-((4-(trifluoromethyl)benzyl)amino)phenyl)benzamide (2-amino-3-(3-(4-(quinoxalin-2-ylmethoxy)benzyl)isoxazol-5-yl)pyridin-1-ium-1-yl)methyl-hydrogenphosphate NC1=[N+](C=CC=C1C1=CC(=NO1)CC1=CC=C(C=C1)OCC1=NC2=CC=CC=C2N=C1)COP(=O)(O)[O-].CC1=C(C=CC(=C1)NCC1=CC=C(C=C1)C(F)(F)F)NC(C1=CC=CC=C1)=O